CN1C=NN(CC1)C1=CC=C(C=C1)[N+](=O)[O-] 4-methyl-1-(4-nitrophenyl)-1,4,5,6-tetrahydro-1,2,4-triazine